C(C)OC1=CC=C(C=N1)C1=C(C=C(C=C1)N)C=1N=NN(N1)C(C1=CC=CC=C1)(C1=CC=CC=C1)C1=CC=CC=C1 4-(6-ethoxypyrid-3-yl)-3-(2-trityl-2H-tetrazol-5-yl)phenylamine